N-((3S,4S)-4-fluoropiperidin-3-yl)-6-(7-isopropoxyimidazo[1,2-a]pyridin-3-yl)pyridin-2-amine F[C@@H]1[C@H](CNCC1)NC1=NC(=CC=C1)C1=CN=C2N1C=CC(=C2)OC(C)C